1-(4-(cyclopropanecarbonyl)phenyl)-3-(6-(4-isopropyl-4H-1,2,4-triazol-3-yl)pyridin-2-yl)imidazolidin-2-one C1(CC1)C(=O)C1=CC=C(C=C1)N1C(N(CC1)C1=NC(=CC=C1)C1=NN=CN1C(C)C)=O